[Ta].[Ni].[Sn] tin-nickel-tantalum